C(C1=CC=CC=C1)(=O)C1=CC=C(S1)C(=O)C1=C(N(C2=CC=C(C=C12)Cl)C(=O)N)O (5-benzoylthiophene-2-carbonyl)-5-chloro-2-hydroxy-1H-indole-1-carboxamide